O=C1NC(CCC1NC1=CC=C(CN2CCN(CC2)C2=NC(=C(C(=O)N)C=C2)C2=CC=C(C=C2)OC2=CC=CC=C2)C=C1)=O 6-(4-(4-((2,6-dioxopiperidin-3-yl)amino)benzyl)piperazin-1-yl)-2-(4-phenoxyphenyl)nicotinamide